bistertiary butylaminosilane C(C)(C)(C)N[SiH2]NC(C)(C)C